tert-butyl-9-((1S)-1-(1-(3-(2,6-dioxopiperidin-3-yl)-1-methyl-1H-indazol-6-yl)piperidin-4-yl)ethyl)-3,9-diazaspiro[5.5]undecane-3-carboxylate C(C)(C)(C)OC(=O)N1CCC2(CC1)CCN(CC2)[C@@H](C)C2CCN(CC2)C2=CC=C1C(=NN(C1=C2)C)C2C(NC(CC2)=O)=O